CC1=C(C=C(C=C1)NC(OCCCCOC=C)=O)NC(OCCCCOC=C)=O bis[4-(vinyloxy)butyl] (4-methyl-1,3-phenylene)biscarbamate